CC1=NN(C(=C1)C)C1=CC=C(C=N1)CNC(OC(C)(C)C)=O tert-butyl ((6-(3,5-dimethyl-1H-pyrazol-1-yl)pyridin-3-yl)methyl)carbamate